The molecule is an arabinonic acid. It is a conjugate acid of a D-arabinonate. It is an enantiomer of a L-arabinonic acid. C([C@H]([C@H]([C@@H](C(=O)O)O)O)O)O